2-[2-[methyl(sulfamoyl)amino]ethoxy]tetrahydropyran CN(CCOC1OCCCC1)S(N)(=O)=O